FC(OC1=C(C=C(C(=O)OC)C=C1/C(=C/C=1C=NC=C(C1)OC)/F)F)F methyl 4-(difluoromethoxy)-3-fluoro-5-[(Z)-1-fluoro-2-(5-methoxypyridine-3-yl)ethenyl]benzoate